C1CCC12N(CCC2)CC(=O)NC=2C=C(C(=NC2)C)NC(=O)C=2C=NN1C2SC(=C1)C=1C=NN2C1COCC2 N-(5-(2-(5-azaspiro[3.4]octan-5-yl)acetamido)-2-methylpyridin-3-yl)-2-(6,7-dihydro-4H-pyrazolo[5,1-c][1,4]oxazin-3-yl)pyrazolo[5,1-b]thiazole-7-carboxamide